ClC1=C(C(=CC=C1Cl)O)[C@H]1C[C@@H]2N(C(CN(C2)C([C@@H](C)O)=O)=O)CC1 (8R,9aS)-8-(2,3-dichloro-6-hydroxyphenyl)-2-[(2R)-2-hydroxypropanoyl]-hexahydro-1H-pyrido[1,2-a]pyrazin-4-one